6-methyl-4-oxo-5-phenyl-1-propan-2-ylpyridine-3-carboxamide hydrochloride Cl.CC1=C(C(C(=CN1C(C)C)C(=O)N)=O)C1=CC=CC=C1